4-((2-chloro-5-fluoropyrimidin-4-yl)amino)piperidine-1-carboxylic acid tert-butyl ester C(C)(C)(C)OC(=O)N1CCC(CC1)NC1=NC(=NC=C1F)Cl